N-[[6-[[6-(Trifluoromethyl)-2-pyridyl]methylamino]-2-pyridyl]sulfonyl]-2-(2,2,4-trimethylpyrrolidin-1-yl)pyridin-3-carboxamid FC(C1=CC=CC(=N1)CNC1=CC=CC(=N1)S(=O)(=O)NC(=O)C=1C(=NC=CC1)N1C(CC(C1)C)(C)C)(F)F